(3R)-4-amino-N-((1R,2S)-[1,1'-bi(cyclopropyl)]-2-yl)-3-methyl-N-((5-(trifluoromethyl)-2-pyridinyl)methyl)-1,3-dihydrofuro[3,4-c]quinoline-8-carboxamide NC1=NC=2C=CC(=CC2C2=C1[C@H](OC2)C)C(=O)N(CC2=NC=C(C=C2)C(F)(F)F)[C@@H]2[C@H](C2)C2CC2